4-hydroxycoumarinE OC1=CC(OC2=CC=CC=C12)=O